C(C)(C)[C@H]1CC[C@H](CC1)N1CCC(CC1)N1C=C(C2=CC(=CC=C12)NS(O)(=O)=O)CN1CCCC1.COC1=CC=C(C=C1)C1CC(=NN1C1=CC=CC=C1)C1=CC(OC2=CC=CC=C12)=O 4-(5-(p-Methoxyphenyl)-1-phenyl-4,5-dihydro-1H-pyrazol-3-yl)chromen-2-one 1-(1-(cis-4-isopropylcyclohexyl)piperidin-4-yl)-3-(pyrrolidin-1-ylmethyl)-1H-indol-5-yl-sulfamate